C(C)(C)(C)C1CCC(CC1)CN1C[C@@H](C([C@@H](C1)O)O)O (3S,4R,5R)-1-(((1s,4S)-4-(tert-butyl)cyclohexyl)methyl)piperidine-3,4,5-triol